BrC=1C=CC2=C(C(=NCC(N2)=O)C2=C(C=CC=C2F)Cl)C1Cl 7-bromo-6-chloro-5-(2-chloro-6-fluoro-phenyl)-1,3-dihydro-1,4-benzodiazepine-2-one